(5-Fluoropyridin-2-yl)-6-methyl-4-[(1-methylcyclopropyl)amino]furo[2,3-d]pyrimidine-5-carboxamide FC=1C=CC(=NC1)C=1N=C(C2=C(N1)OC(=C2C(=O)N)C)NC2(CC2)C